C(C1=CC=CC=C1)C1=C2NC=NC2=NC=N1 L-6-benzyl-purine